methyl 5-bromo-1-((2-(3-fluoro-5-methoxyphenyl) pyrimidin-5-yl) methyl)-1H-indazole-7-carboxylate BrC=1C=C2C=NN(C2=C(C1)C(=O)OC)CC=1C=NC(=NC1)C1=CC(=CC(=C1)OC)F